O.N[C@@H](CC(=O)O)C(=O)O.N[C@H](C)CC1=CC=CC=C1 |&1:11| racemic-amphetamine aspartate monohydrate